C(#N)C1=C(OC2CCC(CC2)(C(=O)O)C)C=C(C(=C1)OC)C(N[C@@H]1[C@H]2CC[C@@H]([C@@H]1C(=O)OC)C2)=O (1S,4s)-4-(2-Cyano-4-methoxy-5-(((1S,2R,3S,4R)-3-(methoxycarbonyl)bicyclo[2.2.1]heptan-2-yl)carbamoyl)phenoxy)-1-methylcyclohexane-1-carboxylic acid